(S)-(4-(4-fluoropyrazolo[1,5-a]pyridin-2-yl)-6,7-dihydro-1H-imidazo[4,5-c]pyridin-5(4H)-yl)(5-isopropyl-1,3,4-oxadiazol-2-yl)methanone FC=1C=2N(C=CC1)N=C(C2)[C@H]2N(CCC1=C2N=CN1)C(=O)C=1OC(=NN1)C(C)C